(S)-(3-(tert-butoxy)-1-((3,5-difluoropyridin-2-yl)(methyl)amino)-1-oxoprop-2-yl)carbamic acid tert-butyl ester C(C)(C)(C)OC(N[C@H](C(=O)N(C)C1=NC=C(C=C1F)F)COC(C)(C)C)=O